1-{4-[1-cyclopentyl-7-((R)-1-quinolin-3-yl-ethylamino)-1H-pyrazolo[4,3-d]pyrimidin-5-yl]-piperazin-1-yl}-ethanone C1(CCCC1)N1N=CC=2N=C(N=C(C21)N[C@H](C)C=2C=NC1=CC=CC=C1C2)N2CCN(CC2)C(C)=O